NC(C(=O)O)CC(C)(C)NC(=O)OC(C)(C)C 2-amino-4-(tert-butoxycarbonylamino)-4-methylpentanoic acid